(R)-1-(4-methoxyphenyl)-2-propanol COC1=CC=C(C=C1)C[C@@H](C)O